(R)-4-(1-(3-amino-5-(trifluoromethyl)phenyl)ethylamino)-7-(3,3-difluoropyrrolidin-1-yl)-N,N,2-trimethylpyrido[2,3-d]pyrimidine-6-carboxamide NC=1C=C(C=C(C1)C(F)(F)F)[C@@H](C)NC=1C2=C(N=C(N1)C)N=C(C(=C2)C(=O)N(C)C)N2CC(CC2)(F)F